5-(3-isopropyl-5-(1-propylazetidin-3-yl)-1H-indol-2-yl)-1,3,4-trimethylpyridin-2(1H)-one C(C)(C)C1=C(NC2=CC=C(C=C12)C1CN(C1)CCC)C=1C(=C(C(N(C1)C)=O)C)C